(R)-4-(2-(8-fluoro-2-methylimidazo[1,2-a]pyridin-6-yl)-4-oxo-4H-pyrido[1,2-a][1,3,5]triazin-7-yl)-2-methylpiperazine-1-carboxylic acid tert-butyl ester C(C)(C)(C)OC(=O)N1[C@@H](CN(CC1)C=1C=CC=2N(C(N=C(N2)C=2C=C(C=3N(C2)C=C(N3)C)F)=O)C1)C